FC1=C(C(=CC(=C1)C=1C=NNC1)OC)C=1SC(=NN1)N1C[C@@H]2CN(C[C@@H]2C1)C 2-(2-fluoro-6-methoxy-4-(1H-pyrazol-4-yl)phenyl)-5-((3aR,6aS)-5-methylhexahydropyrrolo[3,4-c]pyrrol-2(1H)-yl)-1,3,4-thiadiazole